ethyl-5,5-dimethyl-2-(2-phenoxy-5-pyrimidinylcarbonylamino)-3-hexenoate C(C)OC(C(C=CC(C)(C)C)NC(=O)C=1C=NC(=NC1)OC1=CC=CC=C1)=O